4-(2-chloro-5-methoxy-4-pyridyl)-N-[6-(5-chloro-2-pyridyl)-1,3-benzothiazol-2-yl]-6-methyl-pyridine-3-carboxamide ClC1=NC=C(C(=C1)C1=C(C=NC(=C1)C)C(=O)NC=1SC2=C(N1)C=CC(=C2)C2=NC=C(C=C2)Cl)OC